ClC=1C=CC2=C(N=C(O2)C2CC3(CC(C3)NC(=O)C=3OC(=CC3)S(NC(=O)C3CS(C3)(=O)=O)(=O)=O)C2)C1 N-[6-(5-chloro-1,3-benzoxazol-2-yl)spiro[3.3]heptan-2-yl]-5-[(1,1-dioxothietane-3-carbonyl)sulfamoyl]furan-2-carboxamide